C(CCCCC(=O)O)(=O)N[C@@H](CCCNC(N)=N)C(=O)O adipyl-arginine